4-diazo-3-hydroxy-7-nitro-1-naphthylsulfonate [N+](=[N-])=C1C(C=C(C2=CC(=CC=C12)[N+](=O)[O-])S(=O)(=O)[O-])O